(2R)-2-(4-chloro-2-fluorophenyl)-10-methyl-7,10-dihydro-2H-pyrano[3,2-H]isoquinoline ClC1=CC(=C(C=C1)[C@H]1C=CC=2C=CC=3CC=NC(C3C2O1)C)F